4-cyclopropoxy-2-[(1S,4S,5R)-5-[[4-cyclopropyl-1-(2,6-dichlorophenyl)-1H-pyrazol-5-yl]methoxy]-2-azabicyclo[2.2.1]heptan-2-yl]-1,3-benzothiazole-6-carboxylic acid C1(CC1)OC1=CC(=CC2=C1N=C(S2)N2[C@@H]1C[C@H]([C@H](C2)C1)OCC1=C(C=NN1C1=C(C=CC=C1Cl)Cl)C1CC1)C(=O)O